methyl 2-methyl-2-(1-methyl-2-oxo-1,2-dihydropyridin-3-yl)propanoate CC(C(=O)OC)(C)C=1C(N(C=CC1)C)=O